1,3-dimethylbutylmethylene-silane CC(CC(C)C)C=[SiH2]